4-(tert-butyl)-4-hydroxy-8-(3-methylpyridin-4-yl)-1,3,4,5-tetrahydro-6H-pyrano[4,3-b]thieno[3,2-d]pyridin-6-one C(C)(C)(C)C1(COCC2=C1NC(C1=C2C=C(S1)C1=C(C=NC=C1)C)=O)O